(2R)-N-(2,5-difluoro-4-(trimethylsilyl)phenyl)-2-(4-(methoxymethyl)phenyl)-2-(((6-oxopyrimidin-1(6H)-yl)acetyl)amino)acetamide FC1=C(C=C(C(=C1)[Si](C)(C)C)F)NC([C@H](NC(CN1C=NC=CC1=O)=O)C1=CC=C(C=C1)COC)=O